4-[6-[2-hydroxy-6-methyl-4-(trifluoromethyl)phenyl]pyrazolo[3,4-b]pyrazin-2-yl]norbornan-1-ol OC1=C(C(=CC(=C1)C(F)(F)F)C)C=1C=NC=2C(N1)=NN(C2)C21CCC(CC2)(C1)O